tert-butyl 6-[2-(trifluoromethyl) pyridine-4-carbonyl]-2-azaspiro[3.3]heptane-2-carboxylate FC(C1=NC=CC(=C1)C(=O)C1CC2(CN(C2)C(=O)OC(C)(C)C)C1)(F)F